(S*)-1-(10,11-dihydrobenzo[6,7]oxepino[3,2-b]pyridin-10-yl)-N-methylmethanamine N1=C2C(=CC=C1)OC1=C([C@H](C2)CNC)C=CC=C1 |o1:9|